C(C)(C)(C)OC(=O)N1CC(CCC1)NC(C1=C(C=C(C=C1)NC=1C=2N(C=CN1)C(=CN2)C2=C(C(=C(C=C2)OC)F)F)C)=O.O[SiH](OCCCOC)C2=CC=CC=C2 hydroxyphenyl-methoxypropoxysilane tert-Butyl-3-(4-((3-(2,3-difluoro-4-methoxyphenyl)imidazo[1,2-a]pyrazin-8-yl)amino)-2-methylbenzamido)piperidine-1-carboxylate